1-(1-hydroxy-5-isoquinolinesulfonyl)homopiperazine OC1=NC=CC=2C(=CC=CC12)S(=O)(=O)N1CCNCCC1